C(C)(C)(C)OC(NCC1=CC=C(C=C1)NC(C1=CC(=C(C=C1)C(NC1=CC=C(C=C1)Br)=O)C)=O)=O {4-[4-(4-bromo-phenylcarbamoyl)-3-methyl-benzoylamino]-benzyl}-carbamic acid tert-butyl ester